7-(isoxazol-3-ylamino)-2-(tetrahydropyran-4-ylsulfanylmethyl)-3-(2-trimethylsilylethoxymethyl)quinazolin-4-one O1N=C(C=C1)NC1=CC=C2C(N(C(=NC2=C1)CSC1CCOCC1)COCC[Si](C)(C)C)=O